2-(2-Aminothiazol-4-yl)ethan-1-ol NC=1SC=C(N1)CCO